(3Z)-3-[(4-bromophenyl)methylene]pyrrolidine BrC1=CC=C(C=C1)\C=C\1/CNCC1